N-(1-(tert-butyl)-3-((1S,3R)-3-((tert-butyldimethylsilyl)oxy)cyclopentyl)-1H-pyrazol-5-yl)-2-chloropyrimidin-4-amine C(C)(C)(C)N1N=C(C=C1NC1=NC(=NC=C1)Cl)[C@@H]1C[C@@H](CC1)O[Si](C)(C)C(C)(C)C